O=C(NCC)COCCOCCOCC 4-oxo-6,9,12-trioxa-3-azatetradecan